(3R,4R)-4-(2-chlorophenyl)-1-(2,2,2-trifluoroethyl)pyrrolidine-3-carboxylic acid ClC1=C(C=CC=C1)[C@H]1[C@H](CN(C1)CC(F)(F)F)C(=O)O